[Cl-].C(C)OC(=O)C[N+](CC)(CC)CC (ethoxycarbonylmethyl)triethylammonium chloride